1-(5-chloro-2-(trifluoromethoxy)phenyl)piperidin ClC=1C=CC(=C(C1)N1CCCCC1)OC(F)(F)F